C(C)(C)(C)OC(=O)NC(C(=O)OC)CC=1C(=NC=CC1)OC Methyl 2-((tert-butoxycarbonyl)amino)-3-(2-methoxypyridin-3-yl)propanoate